6-(methylthio)-1-propyl-1H-pyrazolo[3,4-d]pyrimidin-4-amine hydrochloride Cl.CSC1=NC(=C2C(=N1)N(N=C2)CCC)N